(3S,5R)-6'-bromo-5-(fluoromethyl)-7'-methyl-3',4'-dihydro-1'H-spiro[pyrrolidine-3,2'-[1,8]naphthyridine]-1-carboxylic acid tert-butyl ester C(C)(C)(C)OC(=O)N1C[C@@]2(NC3=NC(=C(C=C3CC2)Br)C)C[C@@H]1CF